(S)-4-(4-cyanophenoxy)-N-(8-(3-hydroxy-3-methylbut-1-yn-1-yl)-5-methyl-4-oxo-2,3,4,5-tetrahydrobenzo[b][1,4]oxazepin-3-yl)picolinamide C(#N)C1=CC=C(OC2=CC(=NC=C2)C(=O)N[C@@H]2C(N(C3=C(OC2)C=C(C=C3)C#CC(C)(C)O)C)=O)C=C1